OC1=C2C(=CC3=C1CC=C(CO3)C)OC(=CC2=O)C 5-hydroxy-2,8-dimethyl-6,9-dihydropyrano[3,2-h][1]benzoxepin-4-one